N-(2-((1R,4R)-2,5-diazabicyclo[2.2.1]hept-2-yl)-5-fluorophenyl)-2,2'-difluoro-6'-methoxy-[1,1'-biphenyl]-3-carboxamide [C@H]12N(C[C@H](NC1)C2)C2=C(C=C(C=C2)F)NC(=O)C=2C(=C(C=CC2)C2=C(C=CC=C2OC)F)F